trans-6'-chloro-3-amino-2'-methyl-1',2'-dihydro-3'H-spiro[cyclobutane-1,4'-isoquinoline]-3'-one ClC=1C=C2C3(C(N(CC2=CC1)C)=O)CC(C3)N